3-amino-N-[(1S)-1-cyano-2-[4-(3-methyl-2-oxo-2,3-dihydro-1,3-benzoxazol-5-yl)phenyl]ethyl]-3-methylbutanamide NC(CC(=O)N[C@@H](CC1=CC=C(C=C1)C=1C=CC2=C(N(C(O2)=O)C)C1)C#N)(C)C